tert-butyl 3-(6-{8-fluoro-2-methylimidazo[1,2-a]pyridin-6-yl}-4-methyl-1-oxoisoquinolin-2-yl)pyrrolidine-1-carboxylate FC=1C=2N(C=C(C1)C=1C=C3C(=CN(C(C3=CC1)=O)C1CN(CC1)C(=O)OC(C)(C)C)C)C=C(N2)C